1-cyclopropyl-5-(2-ethoxy-3-pyridyl)-3-methyl-N-[(1-methylpyrazol-4-yl)methyl]pyrazolo[4,3-b]pyridin-7-amine C1(CC1)N1N=C(C2=NC(=CC(=C21)NCC=2C=NN(C2)C)C=2C(=NC=CC2)OCC)C